(4-(4,4,5,5-tetramethyl-1,3,2-dioxaborolan-2-yl)-5-((triisopropylsilyl) Ethynyl)naphthalen-2-yl)carbamate CC1(OB(OC1(C)C)C1=CC(=CC2=CC=CC(=C12)C#C[Si](C(C)C)(C(C)C)C(C)C)NC([O-])=O)C